N-(4-(4-amino-5-((R)-4-((S)-2-cyclopropylpyrrolidine-1-carbonyl)cyclohex-1-en-1-yl)-7-methyl-7H-pyrrolo[2,3-d]pyrimidin-6-yl)phenyl)methacrylamide NC=1C2=C(N=CN1)N(C(=C2C2=CC[C@@H](CC2)C(=O)N2[C@@H](CCC2)C2CC2)C2=CC=C(C=C2)NC(C(=C)C)=O)C